5-Bromo-2-phenyl-imidazo[4,5-b]pyridin BrC1=CC=C2C(=N1)N=C(N2)C2=CC=CC=C2